OC[N-]C hydroxy-N,N-dimethylamide